[Pb]=S.[Au] gold-lead sulfide